2-chloro-5-{[(cyclopropylsulfonyl)amino]methyl}-N-{1-[5-(trifluoromethyl)pyridin-3-yl]-1H-indazol-4-yl}benzamide ClC1=C(C(=O)NC2=C3C=NN(C3=CC=C2)C=2C=NC=C(C2)C(F)(F)F)C=C(C=C1)CNS(=O)(=O)C1CC1